NC1=NC=C(C2=C1C(=NN2C)C2=CC(=C(C=C2)NS(=O)(=O)C(F)F)O[C@@H](C)C2=CC=C(C=C2)F)C=2C=NC(=CC2)OC (S)-N-(4-(4-amino-7-(6-methoxypyridin-3-yl)-1-methyl-1H-pyrazolo[4,3-c]pyridin-3-yl)-2-(1-(4-fluorophenyl)ethoxy)phenyl)-1,1-difluoromethanesulfonamide